[Br-].ClC=1C=CC=C(C1)Cl 3,5-dichlorobenzene bromide